BrC1=CC(=C(C=C1)N1C(C(=CC1)C)=O)Cl 1-(4-bromo-2-chlorophenyl)-3-methyl-1H-pyrrol-2(5H)-one